chloro-N-(4'-isopropyl-[1,1'-biphenyl]-3-yl)-N-methyl-[1,2,4]triazolo[4,3-a]quinazolin-5-amine ClC1=NN=C2N1C1=CC=CC=C1C(=N2)N(C)C=2C=C(C=CC2)C2=CC=C(C=C2)C(C)C